3-((9H-purin-8-yl)amino)-N-hydroxybenzamide N1=CN=C2NC(=NC2=C1)NC=1C=C(C(=O)NO)C=CC1